N-(4-tert-butylphenyl)-N-(3,3'',5,5''-Tetra-t-butyl-1,1':3',1''-terphenyl-5'-yl)-9,9-dimethyl-9H-fluoren-2-amine C(C)(C)(C)C1=CC=C(C=C1)N(C1=CC=2C(C3=CC=CC=C3C2C=C1)(C)C)C=1C=C(C=C(C1)C1=CC(=CC(=C1)C(C)(C)C)C(C)(C)C)C1=CC(=CC(=C1)C(C)(C)C)C(C)(C)C